S1C(=NC2=C1C=CC=C2)C(COC2=C(C=CC=C2O)Br)=O 1-(benzo[d]thiazol-2-yl)-2-(2-bromo-6-hydroxyphenoxy)ethan-1-one